FC1CC(N(C1)C(C(CN1N=CN=C1)C)=O)C(=O)NC(C1=CC=C(C=C1)C(C)C)C1=CC=CC=C1 4-fluoro-1-[2-methyl-3-(1H-1,2,4-triazol-1-yl)propionyl]-N-{phenyl-[4-(propan-2-yl)phenyl]methyl}pyrrolidine-2-carboxamide